NCC(CN1N=CN(C1=O)C1=CC=C(C=C1)F)=C(F)F 2-[2-(aminomethyl)-3,3-difluoro-allyl]-4-(4-fluorophenyl)-1,2,4-triazol-3-one